furan-3-carboxamide O1C=C(C=C1)C(=O)N